C(C)(C)C1CC2=C(C3=CC(C(=CN13)C(=O)O)=O)N=C(S2)COC 5-isopropyl-2-(methoxymethyl)-9-oxo-4,9-dihydro-5H-thiazolo[4,5-a]quinolizine-8-carboxylic acid